BrC1=CC=2N(C=C1)N=CC2C2=CCC1(CN(C1)C(=O)OC(C)(C)C)CC2 tert-butyl 7-(5-bromopyrazolo[1,5-a]pyridin-3-yl)-2-azaspiro[3.5]non-6-en-2-carboxylate